tert-butyl (1R,3s,5S)-3-((6-(4-(1-methyl-1H-1,2,3-triazol-4-yl)-1-((2-(trimethylsilyl)ethoxy)methyl)-1H-indazol-7-yl)pyridazin-3-yl)oxy)-8-azabicyclo[3.2.1]octane-8-carboxylate CN1N=NC(=C1)C1=C2C=NN(C2=C(C=C1)C1=CC=C(N=N1)OC1C[C@H]2CC[C@@H](C1)N2C(=O)OC(C)(C)C)COCC[Si](C)(C)C